bis(4-trifluoromethyl-phenyl)phosphorus chloride FC(C1=CC=C(C=C1)P(C1=CC=C(C=C1)C(F)(F)F)Cl)(F)F